N-((5-(5-(difluoromethyl)-1,3,4-oxadiazol-2-yl)pyridin-2-yl)methyl)-3-fluoro-N-phenyl-1-(tetrahydro-2H-pyran-4-yl)azetidine-3-carboxamide FC(C1=NN=C(O1)C=1C=CC(=NC1)CN(C(=O)C1(CN(C1)C1CCOCC1)F)C1=CC=CC=C1)F